C(C1=CC=CC=C1)(=O)N1CCC2(CCN(C2=O)CC2=C(C=C(C=C2)Cl)F)CC1 8-benzoyl-2-(4-chloro-2-fluorobenzyl)-2,8-diazaspiro[4.5]decan-1-one